2-((1R,5S,6S)-6-(4-cyclopropyl-2-methylphenyl)-3-azabicyclo[3.1.0]hexane-3-carbonyl)-7-oxa-5-azaspiro[3.4]octane-6-one C1(CC1)C1=CC(=C(C=C1)C1[C@@H]2CN(C[C@H]12)C(=O)C1CC2(C1)NC(OC2)=O)C